CC([O-])CC.C1(=CC=CC=C1)P(C1=CC=CC=C1)C1=CC=CC=C1 triphenylphosphine sec-butoxide